methyl (1r,4R)-4-[(3-chlorophenyl)(trifluoroacetyl)amino]-6'-(1-hydroxyethyl)-2'-[(2R)-3-hydroxy-2-methylpropyl]-4'-methyl-2',3'-dihydrospiro[cyclohexane-1,1'-indene]-4-carboxylate ClC=1C=C(C=CC1)N(C1(CCC2(C(CC3=C(C=C(C=C23)[C@@H](C)O)C)C[C@H](CO)C)CC1)C(=O)OC)C(C(F)(F)F)=O